4-(4-(2-methyloxazol-4-yl)benzyl)-6-(1H-pyrazol-1-yl)-N-(2-oxaspiro[3.3]heptan-6-yl)picolinamide CC=1OC=C(N1)C1=CC=C(CC2=CC(=NC(=C2)N2N=CC=C2)C(=O)NC2CC3(COC3)C2)C=C1